(S)-N-((1R,4S)-4-((3S,5R)-3,5-dimethylpiperazin-1-yl)cyclohexyl)-4-(5-(5-fluoro-2-methoxypyridin-4-yl)-1H-pyrazole-3-carbonyl)-4-azaspiro[2.5]octane-7-carboxamide C[C@H]1CN(C[C@H](N1)C)C1CCC(CC1)NC(=O)[C@H]1CCN(C2(CC2)C1)C(=O)C1=NNC(=C1)C1=CC(=NC=C1F)OC